N1N=CC2=CC(=CC=C12)NC1=NC(=NC=C1)C1=CC=C2C=C(NC2=C1)C(=O)NC=1C=NN(C1)C(=O)OC(C)(C)C tert-butyl 4-(6-(4-((1H-indazol-5-yl)amino) pyrimidin-2-yl)-1H-indole-2-carboxamido)-1H-pyrazole-1-carboxylate